1'-(5-((4-Oxo-3,4-dihydrophthalazin-1-yl)methyl)pyridin-3-yl)spiro[cyclopropan-1,3'-indolin]-2'-on O=C1NN=C(C2=CC=CC=C12)CC=1C=C(C=NC1)N1C(C2(C3=CC=CC=C13)CC2)=O